FC1CN(CCC1)C=O (3-fluoropiperidin-1-yl)methanone